1-(2-(3-fluoro-5-(trifluoromethyl)benzyl)pyridin-4-yl)-N-(2-methoxyethyl)-3-methyl-1H-pyrazole-4-carboxamide FC=1C=C(CC2=NC=CC(=C2)N2N=C(C(=C2)C(=O)NCCOC)C)C=C(C1)C(F)(F)F